2-(1H-imidazol-1-yl)-6-methoxy-N-(2-(trifluoromethyl)pyridin-4-yl)pyrimidine-4-carboxamide N1(C=NC=C1)C1=NC(=CC(=N1)C(=O)NC1=CC(=NC=C1)C(F)(F)F)OC